OC1CC(C1)C(=O)NC1=CC2=C(C=N1)C=C(N2)C2=NC(=NC=C2)OC (1s,3s)-3-hydroxy-N-(2-(2-methoxypyrimidin-4-yl)-1H-pyrrolo[3,2-c]pyridin-6-yl)cyclobutanecarboxamide